(4R)-1-[(2S)-2-azido-3-methyl-butanoyl]-4-hydroxy-N-{(1R)-2-hydroxy-1-[4-(4-methyl-1,3-thiazol-5-yl)phenyl]ethyl}-L-prolinamide N(=[N+]=[N-])[C@H](C(=O)N1[C@@H](C[C@H](C1)O)C(=O)N[C@@H](CO)C1=CC=C(C=C1)C1=C(N=CS1)C)C(C)C